5-[2-hydroxy-3-(3-methylthiophenylamino)propyl]-1,3,4-oxadiazole-2(3H)-thione OC(CC1=NNC(O1)=S)CNC1=CC(=CC=C1)SC